(2,3-dichloropyridin-4-yl)methanol ClC1=NC=CC(=C1Cl)CO